2-fluoro-N-(5-fluoro-3-(6-(4-formylphenyl)-7H-pyrrolo[2,3-d]pyrimidin-4-yl)-2-methylphenyl)-4-(2-hydroxypropan-2-yl)benzamide FC1=C(C(=O)NC2=C(C(=CC(=C2)F)C=2C3=C(N=CN2)NC(=C3)C3=CC=C(C=C3)C=O)C)C=CC(=C1)C(C)(C)O